C(C)(C)(C)C1=CC=C(C=O)C=C1 4-tert-butylbenzaldehyde